5-(bromomethyl)-2,3-dihydro-1H-indene BrCC=1C=C2CCCC2=CC1